1-((2-(benzo[d][1,3]dioxol-5-yl)ethyl)amino)-2-(2,4-difluorophenyl)-3-(1H-tetrazol-1-yl)propan-2-ol O1COC2=C1C=CC(=C2)CCNCC(CN2N=NN=C2)(O)C2=C(C=C(C=C2)F)F